ClC1=CC=C(C=C1)NC(=O)N1[C@H](C[C@@H](C1)O)C(=O)O (2R,4S)-1-(4-chlorophenylcarbamoyl)-4-hydroxypyrrolidine-2-carboxylic acid